FC1=C(COC(CCS(=O)C2=NC(=CC(=N2)C=2C=CC(N(C2)CC2=CC(=C(C=C2)OC)F)=O)C(F)F)C2=CC=CC=C2)C=CC(=C1)F 5-(2-(3-(2,4-difluorobenzyloxy)-3-phenylpropylsulfinyl)-6-(difluoromethyl)pyrimidin-4-yl)-1-(3-fluoro-4-methoxybenzyl)pyridin-2(1H)-one